NC1N(N2C(N=C(C=C2)C#CC=2C=C3CN(C(C3=C(C2)C(F)(F)F)=O)[C@@H](C)C2CC2)=C1)[C@@H](C)C=1N(C(C2=C(C=CC=C2C1)Cl)=O)C1=CC=CC=C1 2-amino-N-((S)-1-(8-chloro-1-oxo-2-phenyl-1,2-dihydroisoquinolin-3-yl)ethyl)-5-((2-((S)-1-cyclopropylethyl)-1-oxo-7-(trifluoromethyl)isoindolin-5-yl)ethynyl)pyrazolo[1,5-a]pyrimidine